FC=1C=C2C(NN=C(C2=CC1F)[C@H](C)N(C(C1=CC(=C(C(=C1)F)F)F)=O)C)=O (S)-N-(1-(6,7-difluoro-4-oxo-3,4-dihydrophthalazin-1-yl)ethyl)-3,4,5-trifluoro-N-methylbenzamide